COC(C1=NC(=CC=C1C=1C(=CC2=C(OCCC3=C2SC=C3)C1)C(NC1=CC=C(C=C1)CN)=O)C(NC(CC)CC)=O)=O.BrC=1C=NC=C(C1)C=1SC=CC1 3-bromo-5-(thiophen-2-yl)pyridine methyl-3-(9-((4-(aminomethyl)phenyl)carbamoyl)-4,5-dihydrobenzo[b]thieno[2,3-d]oxepin-8-yl)-6-(pentan-3-ylcarbamoyl)picolinate